(3R)-4-amino-N-ethyl-7-fluoro-3-methyl-N-((5-(trifluoromethyl)-2-pyridinyl)methyl)-1,3-dihydrofuro[3,4-c]quinoline-8-carboxamide NC1=NC=2C=C(C(=CC2C2=C1[C@H](OC2)C)C(=O)N(CC2=NC=C(C=C2)C(F)(F)F)CC)F